(2,4-dioxotetrahydropyrimidin-1(2H)-yl)-1H-indol O=C1N(CCC(N1)=O)N1C=CC2=CC=CC=C12